C(#N)C1=CC=C(C=C1)C(C)(C)C1=CC=C(C=C1)C(C)(C)C1=CC=C(C=C1)C#N 1,4-bis[2-(4-cyanophenyl)-2-propyl]benzene